N1(CCC1)C1=NC=CC(=N1)COC1=CC=C(C=C1)C(C)(C)C1=CC=C(OCCCNC(OC(C)(C)C)=O)C=C1 tert-butyl (3-(4-(2-(4-((2-(azetidin-1-yl)pyrimidin-4-yl)methoxy)phenyl) Propan-2-yl)phenoxy)propyl)carbamate